COC(C1=C(C(=CC=C1)C)N1C(NC(C2=C1N=C(C(=C2)F)Cl)=O)=O)=O 2-(7-chloro-6-fluoro-2,4-dioxo-3,4-dihydropyrido[2,3-d]Pyrimidine-1(2H)-yl)-3-methylbenzoic acid methyl ester